CN(N=O)C N,N-dimethylnitrous amide